4-(4'-(1-methyl-1H-1,2,3-triazol-4-yl)-[1,1'-biphenyl]-4-yl)-1H-1,2,3-triazole-5-carboxylic acid CN1N=NC(=C1)C1=CC=C(C=C1)C1=CC=C(C=C1)C=1N=NNC1C(=O)O